6-chloro-3-[hydroxy-(3-methoxyisoxazol-5-yl)methylene]-5-[4-(3-hydroxypyrrolidin-1-yl)phenyl]indolin-2-one ClC1=C(C=C2C(C(NC2=C1)=O)=C(C1=CC(=NO1)OC)O)C1=CC=C(C=C1)N1CC(CC1)O